O1CCN(CC1)CCN1N=C(C=C1C(NC(CC)CC)=O)C=1C=C(C=CC1)C=1OC(=CN1)C(=O)OCC ethyl 2-(3-(1-(2-morpholinoethyl)-5-(pentan-3-ylcarbamoyl)-1H-pyrazol-3-yl)phenyl)oxazole-5-carboxylate